(4,4,5,5-tetramethyl-1,3,2-dioxaborolan-2-yl)pyrazolo[1,5-a]Pyridine-3-carboxylic acid methyl ester COC(=O)C=1C(=NN2C1C=CC=C2)B2OC(C(O2)(C)C)(C)C